2-{2-[(2S)-2-fluoro-3-methylbutan-2-yl]-4-(1,1,2,2,2-pentafluoroethyl)imidazo[1,2-a]1,8-naphthyridin-8-yl}-1,3,4-oxadiazole F[C@@](C)(C(C)C)C=1C=C(C=2C=CC=3N(C2N1)C=C(N3)C=3OC=NN3)C(C(F)(F)F)(F)F